C1(CC1)N1CCC(CC1)OC1=CC2=C(C(N(CCO2)C[C@@H](CN2CC3=CC=CC=C3CC2)O)=O)C=C1 8-[(1-cyclopropyl-4-piperidyl)oxy]-4-[(2R)-3-(3,4-dihydro-1H-isoquinolin-2-yl)-2-hydroxy-propyl]-2,3-dihydro-1,4-benzoxazepine-5-one